S1C=NC(=C1)C=C1C(NC2=CC=CC=C12)=O 3-(thiazol-4-ylmethylene)indolin-2-one